C(C)(C)(C)OC(NC1CN(CC1)C1=CC=CC=C1)=O tert-butyl(1-phenylpyrrolidin-3-yl)carbamate